C(#N)C=1C=CC(=C(C1)C1=CC(=NC=C1C(=O)NC=1SC=2CN(CCC2N1)C(=O)[C@@H]1C(C1)(F)F)C)OC |o1:28| (R or S)-4-(5-cyano-2-methoxyphenyl)-N-(5-(2,2-difluorocyclopropane-1-carbonyl)-4,5,6,7-tetrahydrothiazolo[5,4-c]pyridin-2-yl)-6-methylnicotinamide